6-((2-(isoquinolin-5-yl)ethyl)amino)pyrimidin C1=NC=CC2=C(C=CC=C12)CCNC1=CC=NC=N1